ethylenebis(4,6-di-tert-butylphenol) C(CC1=C(C(=CC(=C1)C(C)(C)C)C(C)(C)C)O)C1=C(C(=CC(=C1)C(C)(C)C)C(C)(C)C)O